2-(4-(4-((6-bromo-3-nitroquinolin-4-yl)amino)-2-(trifluoromethyl)phenyl)piperazin-1-yl)ethan-1-ol BrC=1C=C2C(=C(C=NC2=CC1)[N+](=O)[O-])NC1=CC(=C(C=C1)N1CCN(CC1)CCO)C(F)(F)F